FCCCNCCN N2-(3-fluoropropyl)ethane-1,2-diamine